N[C@H](C(F)F)C1=NNC(C2=CC=C(C=C12)C1=C(N(N=C1)C)C1=C(C2=CC=CC=C2C=C1)C#N)=O 2-[4-[4-[(1S)-1-amino-2,2-difluoro-ethyl]-1-oxo-2H-phthalazin-6-yl]-2-methyl-pyrazol-3-yl]naphthalene-1-carbonitrile